4-(4'-((R)-3-amino-2-hydroxypropoxy)-[1,1'-biphenyl]-4-yl)-2-(2-((S)-1-hydroxyethyl)-1H-imidazol-1-yl)but-3-en-1-ol NC[C@H](COC1=CC=C(C=C1)C1=CC=C(C=C1)C=CC(CO)N1C(=NC=C1)[C@H](C)O)O